4,4'-bis[(4-anilino-6-morpholino-s-triazine-2-yl)amino]2,2'-stilbenedisulfonic acid, sodium salt [Na+].N(C1=CC=CC=C1)C1=NC(=NC(=N1)N1CCOCC1)NC=1C=C(C(=CC1)C=CC=1C(=CC(=CC1)NC1=NC(=NC(=N1)NC1=CC=CC=C1)N1CCOCC1)S(=O)(=O)[O-])S(=O)(=O)[O-].[Na+]